ClC1=CNC2=NC=CC(=C21)OC2=CC(=C(C=C2)NC(=O)NC2=CC(=C(C=C2)CN2CCN(CC2)CCF)C(F)(F)F)F 1-(4-((3-CHLORO-1H-PYRROLO[2,3-B]PYRIDIN-4-YL)OXY)-2-FLUOROPHENYL)-3-(4-((4-(2-FLUOROETHYL)PIPERAZIN-1-YL)METHYL)-3-(TRIFLUOROMETHYL)PHENYL)UREA